FC=1C=C(C=CC1)C1=C(C=C(C=C1)F)N 3,4'-difluoro-2'-aminobiphenyl